(3S,3aS,6aR)-2-tert-butoxycarbonyl-3,3a,4,5,6,6a-hexahydro-1H-cyclopenta[c]pyrrole-3-carboxylic acid C(C)(C)(C)OC(=O)N1C[C@H]2[C@@H]([C@H]1C(=O)O)CCC2